N-((1R,5S,6s)-3-(5-(3-cyano-6-(1-methyl-1H-pyrazol-4-yl)pyrazolo[1,5-a]pyridin-4-yl)pyridin-2-yl)-3-azabicyclo[3.1.0]hexane-6-yl)isobutyramide C(#N)C=1C=NN2C1C(=CC(=C2)C=2C=NN(C2)C)C=2C=CC(=NC2)N2C[C@@H]1C([C@@H]1C2)NC(C(C)C)=O